4-acetyl-3,4-dihydro-2H-1,4-benzoxazine-6-sulfonyl chloride C(C)(=O)N1CCOC2=C1C=C(C=C2)S(=O)(=O)Cl